CC1=C(C(=O)C2=C(C(=C3C=CC=CN23)N2C(C=CC=C2)=O)C2=C(C=CC=C2)C)C=CC=C1 (3-(2-methylbenzoyl)-2-(o-tolyl)indolizin-1-yl)pyridin-2(1H)-one